4,4,5,5-tetramethyl-2-(5-(trifluoromethyl)furan-2-yl)-1,3,2-dioxaborolan CC1(OB(OC1(C)C)C=1OC(=CC1)C(F)(F)F)C